O=C1N(CCC(N1)=O)C=1C=C(C=CC1F)N1CC(CC1)C=O 1-(3-(2,4-dioxotetrahydropyrimidine-1(2H)-yl)-4-fluorophenyl)pyrrolidine-3-carbaldehyde